ethyl 6-(trifluoromethyl)imidazo[1,5-a]pyrimidine-3-carboxylate FC(C1=NC=C2N1C=C(C=N2)C(=O)OCC)(F)F